BrC1=C(C(=O)OC)C=CC(=C1)NC1=NN(C=C1C(N)=O)[C@@H]1COCC[C@H]1C#N methyl 2-bromo-4-[[4-carbamoyl-1-(trans-4-cyanotetrahydro-2H-pyran-3-yl)pyrazol-3-yl]amino]benzoate